ClC1=C(C=C(OCC(=O)N[C@H]2CC[C@@H](NC2)C(=O)NC2=CC(=CC=C2)OC)C=C1)F (2r,5s)-5-[2-(4-chloro-3-fluorophenoxy)acetamido]-N-(3-methoxyphenyl)piperidine-2-carboxamide